C(C)N1N=C(C=2CCC(CC12)(C)C)C1=NC(=NO1)C1NC2=CC=C(C=C2C1)C=O (5-(1-ethyl-6,6-dimethyl-4,5,6,7-tetrahydro-1H-indazol-3-yl)-1,2,4-oxadiazol-3-yl)-2,3-dihydroindole-5-carbaldehyde